Cl.BrC=1N=NN(C1C)C1CCNCC1 4-(4-bromo-5-methyl-triazol-1-yl)piperidine hydrochloride